methyl (1r,4R)-4-(3-chloroanilino)-2'-{(2R)-3-[(4-methoxyphenyl)methoxy]-2-methylpropyl}spiro[cyclohexane-1,1'-indene]-4-carboxylate ClC=1C=C(NC2(CCC3(C(=CC4=CC=CC=C34)C[C@H](COCC3=CC=C(C=C3)OC)C)CC2)C(=O)OC)C=CC1